CCCCCCC=CCC deca-7-ene